NC1=NC=NN2C1=C(C=C2C(=O)O)Br 4-amino-5-bromopyrrolo[2,1-f][1,2,4]triazine-7-carboxylic acid